FC1(CCC(CC1)C1=NC=CC(=C1NC(=O)C1=CC(=NS1)C)C1=C(C=CC(=C1)F)F)F N-(2-(4,4-difluorocyclohexyl)-4-(2,5-difluorophenyl)pyridin-3-yl)-3-methylisothiazole-5-carboxamide